ClC1=C(C=C2C=C(N=CC2=C1)NC(=O)[C@@H]1[C@](C1)(C1=NC=CC=C1)C)C1CCN(CC1)[C@@]1(COC[C@@H]1O)C (1S,2S)-N-(7-chloro-6-(1-((3R,4R)-4-hydroxy-3-methyltetrahydrofuran-3-yl)piperidin-4-yl)isoquinolin-3-yl)-2-methyl-2-(pyridin-2-yl)cyclopropane-1-carboxamide